6-tert-butyl-4-(cyclohexyloxy)-5-(3,4-dichlorophenyl)thieno[2,3-d]pyrimidine C(C)(C)(C)C1=C(C2=C(N=CN=C2OC2CCCCC2)S1)C1=CC(=C(C=C1)Cl)Cl